17β-methyl-5β-androstan-3α-ol C[C@@H]1[C@]2(C)[C@@H](CC1)[C@@H]1CC[C@@H]3C[C@@H](CC[C@]3(C)[C@H]1CC2)O